N[C@@H]1C(N(C2=C(C(C1)(F)F)C=C(C(=C2)C=2OC(=NN2)C2CN(CC(C2)(F)F)CC)F)CC2=CC=C(C=C2)OC(F)(F)F)=O (3S)-3-amino-8-[5-(1-ethyl-5,5-difluoro-3-piperidyl)-1,3,4-oxadiazol-2-yl]-5,5,7-trifluoro-1-[[4-(trifluoromethoxy)phenyl]methyl]-3,4-dihydro-1-benzazepin-2-one